benzyl (S)-4-(5-(5-bromo-3-(3-((tert-butyldiphenylsilyl)oxy)-2,2-difluoropropyl)-1H-indol-2-yl)-6-(1-methoxyethyl)pyridin-3-yl)piperazine-1-carboxylate BrC=1C=C2C(=C(NC2=CC1)C=1C=C(C=NC1[C@H](C)OC)N1CCN(CC1)C(=O)OCC1=CC=CC=C1)CC(CO[Si](C1=CC=CC=C1)(C1=CC=CC=C1)C(C)(C)C)(F)F